C=1N=CCC2=CC(C=CC12)=O Isoquinolin-6(4H)-one